C(CCCCCCCCCCCCCC)OC[C@@H](OCCCCCCCCCCCCCCC)COP(=O)(O)OCCN 1,2-dipentadecyl-sn-glycero-3-phosphoethanolamine